(2R)-2-[(2-Amino-5-{[(1S)-1-phenylethyl]sulfanyl}[1,3]thiazolo[4,5-d]pyrimidin-7-yl)amino]-4-methylpentyl diethyl phosphate P(=O)(OC[C@@H](CC(C)C)NC=1C2=C(N=C(N1)S[C@@H](C)C1=CC=CC=C1)N=C(S2)N)(OCC)OCC